6-(5-cyano-1H-imidazol-1-yl)-N-(6-(trifluoromethyl)pyridin-3-yl)picolinamide C(#N)C1=CN=CN1C1=CC=CC(=N1)C(=O)NC=1C=NC(=CC1)C(F)(F)F